COC1=NC=NC(=C1)C1=CC(=C(C=C1)B1OC(C(O1)(C)C)(C)C)OCOC 4-methoxy-6-[3-(methoxymethoxy)-4-(4,4,5,5-tetramethyl-1,3,2-dioxaborolan-2-yl)phenyl]pyrimidine